7-vinyl-8-fluoro-1-[(4-methoxyphenyl)methyl]-3-(methylamino)-3,4-dihydroquinoxalin-2-one C(=C)C1=CC=C2NC(C(N(C2=C1F)CC1=CC=C(C=C1)OC)=O)NC